(8R,9aS)-8-(2,3-dichloro-6-hydroxyphenyl)-3-(pyrrolidin-1-ylmethyl)-hexahydro-1H-pyrido[2,1-c][1,4]oxazin-4-one ClC1=C(C(=CC=C1Cl)O)[C@H]1C[C@H]2COC(C(N2CC1)=O)CN1CCCC1